N-[5-[(tert-butyldimethylsilyl)oxy]pyridin-2-yl]-4-(3,5-difluorophenyl)piperazine-1-carboxamide [Si](C)(C)(C(C)(C)C)OC=1C=CC(=NC1)NC(=O)N1CCN(CC1)C1=CC(=CC(=C1)F)F